(1-(4-(2-(5-chloropyridin-2-yl)-2-methylbenzo[d][1,3]dioxolan-4-yl)piperidin-1-yl)ethyl)-4-methoxy-1-(((S)-oxetan-2-yl)methyl)-1H-benzo[d]imidazole-6-carboxylic acid ClC=1C=CC(=NC1)C1(OC2=C(O1)C=CC=C2C2CCN(CC2)C(C)C2=NC1=C(N2C[C@H]2OCC2)C=C(C=C1OC)C(=O)O)C